Tert-butyl 2-amino-5-(((R)-1-((R)-2-(((tert-butoxycarbonyl)amino)methyl)-5-fluoro-2-methyl-2,3-dihydrobenzofuran-7-yl)ethyl)amino)pyrazolo[1,5-a]pyrimidine-3-carboxylate NC1=NN2C(N=C(C=C2)N[C@H](C)C2=CC(=CC=3C[C@](OC32)(C)CNC(=O)OC(C)(C)C)F)=C1C(=O)OC(C)(C)C